C(C)(C)(C)OC(NCCCCCCCCCCCCOC1=C(C=CC(=C1)OCCCC)C1=CC=C(C=C1)C1=CC=C(C=C1)OCCCCC)=O tert-butyl(12-((4-butoxy-4''-(pentyloxy)-[1,1':4',1''-terphenyl]-2-yl)oxy)dodecyl)carbamate